(R)-N-((1S,2R)-1-(4-bromo-2-fluorophenyl)-2-fluoro-3-oxo-3-(2,4,6-trioxo-1-(tetrahydro-2H-pyran-4-yl)hexahydropyrimidin-5-yl)propyl)-2-methylpropan-2-sulfinamide BrC1=CC(=C(C=C1)[C@@H]([C@H](C(C1C(NC(N(C1=O)C1CCOCC1)=O)=O)=O)F)N[S@](=O)C(C)(C)C)F